difluoroacetyl-glucosamine FC(C(=O)C1(O)[C@H](N)[C@@H](O)[C@H](O)[C@H](O1)CO)F